FC1(CN(CCC1)C1=C(C=CC(=N1)NC(=O)C1CC1)C(=O)N1C(CN(CC1)C)C1=CC=CC=C1)F N-[6-(3,3-difluoropiperidin-1-yl)-5-(4-methyl-2-phenylpiperazine-1-carbonyl)pyridin-2-yl]cyclopropanecarboxamide